C1(CCCCC1)C[C@@H](C(=O)N[C@H](CO)CCC(N1CC(CCC1)C1=CC=CC=C1)=O)NC(OCC1=CC(=CC=C1)Cl)=O 3-chlorobenzyl ((2S)-3-cyclohexyl-1-(((2S)-1-hydroxy-5-oxo-5-(3-phenylpiperidin-1-yl)pentan-2-yl)amino)-1-oxopropan-2-yl)carbamate